C(C)(C)(C)C1=NC(=NO1)N1C2CN(CC1CC2)C(=O)OC(C)(C)C tert-Butyl 8-(5-(tert-butyl)-1,2,4-oxadiazol-3-yl)-3,8-diazabicyclo[3.2.1]octane-3-carboxylate